N-((7R)-4-amino-6-methyl-5-(quinolin-3-yl)-7,8-dihydro-6H-cyclopenta[4,5]pyrrolo[2,1-f][1,2,4]triazin-7-yl)acrylamide NC1=NC=NN2C1=C(C1=C2C[C@H](C1C)NC(C=C)=O)C=1C=NC2=CC=CC=C2C1